methyl 2-chloro-5-methoxy-6-methyl-(4,4-bipyridine)-3-carboxylate ClC1=NC(=C(C(=C1C(=O)OC)C1=CC=NC=C1)OC)C